CO[Si](CCCSSCCC[Si](OC)(OC)OC)(OC)OC Bis[3-(trimethoxysilyl)propyl]-disulfan